nonylhenicosa-12,15-dien-1-amine C(CCCCCCCC)C(CCCCCCCCCCC=CCC=CCCCCC)N